N(=NC(=O)OCCOC)C(=O)OCCOC bis(2-methoxyethyl) azocarboxylate